6-(4-((2-Fluorophenyl)carbamoyl)-2-(6-methylpyridin-2-yl)-1H-imidazol-1-yl)imidazo[1,2-a]pyridine-3-carbonitrile FC1=C(C=CC=C1)NC(=O)C=1N=C(N(C1)C=1C=CC=2N(C1)C(=CN2)C#N)C2=NC(=CC=C2)C